methyl diisopropylcarbamate C(C)(C)N(C(OC)=O)C(C)C